OC=1C=C(C=CC1O)/C=C/C(=O)C1=CC=C(C=C1)O (E)-3-(3,4-Dihydroxyphenyl)-1-(4-hydroxyphenyl)prop-2-en-1-one